[Co].[Nb].[Al] aluminum niobium-cobalt